4-(9,9-Difluoro-7-(1H-1,2,3-triazol-4-yl)-9H-fluoren-2-yl)-1H-1,2,3-triazole FC1(C2=CC(=CC=C2C=2C=CC(=CC12)C=1N=NNC1)C=1N=NNC1)F